tris(lauric acid) aluminum [Al].C(CCCCCCCCCCC)(=O)O.C(CCCCCCCCCCC)(=O)O.C(CCCCCCCCCCC)(=O)O